[3-(2-pyridyldithio) propionylamino] hexanoate C(CCCCC)(=O)ONC(CCSSC1=NC=CC=C1)=O